C(C)(C)(C)C1(C(C(=CC=C1)C(C)(C)C)O)C=1C(=CC=CC1)O 2,6-di-tert-butyl-biphenol